4-(hydroxyimino)-3-oxobutanoic acid ON=CC(CC(=O)O)=O